((3-hydroxy-3-(trifluoromethyl)cyclobutyl)methyl)-3,7-dimethyl-1H-purine-2,6(3H,7H)-dione OC1(CC(C1)CN1C(N(C=2N=CN(C2C1=O)C)C)=O)C(F)(F)F